COC(C(C)(C)N=NC(C(=O)OC)(C)C)=O 2,2'-azobisisobutyric acid dimethyl ester